(3s,4s)-3-hydroxy-4-((s)-5H-imidazo[5,1-a]isoindol-5-yl)piperidinium 2,2,2-trifluoroacetate FC(C(=O)[O-])(F)F.O[C@@H]1C[NH2+]CC[C@H]1[C@@H]1N2C(C3=CC=CC=C13)=CN=C2